2-(2-((5-methoxy-1H-benzo[d]imidazol-2-yl)thio)acetylamino)benzoic acid methyl ester COC(C1=C(C=CC=C1)NC(CSC1=NC2=C(N1)C=CC(=C2)OC)=O)=O